ClC1=C(C(=NC=C1)C(C)N)N1N=CC(=C1)SC 1-[4-chloro-3-(4-methylsulfanylpyrazol-1-yl)-2-pyridyl]ethanamine